CN1CCN(CC1)C1=CC=C(C=C1)[B] 4-(4-methyl-1-piperazinyl)phenylboron